NCC1(CCCC1)NC1CC1 1-(aminomethyl)-N-cyclopropylcyclopentan-1-amine